Cl.NC1=CC(=C(C=C1F)C(C(=O)NCC(F)(F)F)C)C1CC1 2-(4-amino-2-cyclopropyl-5-fluorophenyl)-N-(2,2,2-trifluoroethyl)propanamide hydrochloride